4-((4-(Cyclopropylmethoxy)-2-(N-methylmethanesulfonamido)phenyl)amino)-6-((5-fluoropyridin-2-yl)amino)-N-Methoxynicotinamide C1(CC1)COC1=CC(=C(C=C1)NC1=CC(=NC=C1C(=O)NOC)NC1=NC=C(C=C1)F)N(S(=O)(=O)C)C